CC(C)(C)NC1=NC(=O)NC(=N1)N The molecule is a diamino-1,3,5-triazine that is 1,3,5-triazin-2-ol substituted by an amino group at position 4 and a tert-butylamino group at position 6. It is metabolite of the herbicide terbutylazine. It has a role as a marine xenobiotic metabolite. It is a diamino-1,3,5-triazine and a heteroaryl hydroxy compound.